(1S,2S)-2-{[4-(aziridin-1-ylmethyl)-3-chlorophenyl]carbonyl}cyclopropane-1-carboxylic acid N1(CC1)CC1=C(C=C(C=C1)C(=O)[C@@H]1[C@H](C1)C(=O)O)Cl